tert-butyl (3-(4-bromo-5-chloro-2-(phenylsulfonamido)phenyl)prop-2-yn-1-yl)carbamate BrC1=CC(=C(C=C1Cl)C#CCNC(OC(C)(C)C)=O)NS(=O)(=O)C1=CC=CC=C1